Methyl 1,2-dimethyl-7-(pyrimidin-5-yl)-1H-benzo[d]imidazole-5-carboxylate CN1C(=NC2=C1C(=CC(=C2)C(=O)OC)C=2C=NC=NC2)C